6-{5-Chloro-2-[(oxan-4-yl)amino]pyrimidin-4-yl}-2-[2-oxo-2-(2,3,4,5-tetrahydro-1H-1-benzazepin-1-yl)ethyl]-2,3-dihydro-1H-isoindol-1-on ClC=1C(=NC(=NC1)NC1CCOCC1)C1=CC=C2CN(C(C2=C1)=O)CC(N1CCCCC2=C1C=CC=C2)=O